FC1=C(C=CC=C1CN1C(OC2=C(C1)N=CC(=C2)O)=O)NC(OC(C)(C)C)=O tert-butyl (2-fluoro-3-((7-hydroxy-2-oxo-2H-pyrido[2,3-e][1,3]oxazin-3(4H)-yl)methyl)phenyl)carbamate